C(OCCl)(OC(CCCCCCCCCCC)C)=O chloromethyl 1-methyldodecyl carbonate